4-[4-(2-amino-1-hydroxyethyl)phenyl]-3-[5-(4-fluorophenyl)-2-methylpyrazol-3-yl]oxybenzonitrile NCC(O)C1=CC=C(C=C1)C1=C(C=C(C#N)C=C1)OC=1N(N=C(C1)C1=CC=C(C=C1)F)C